S1C=NC2=C1C=CC(=C2)CC(=O)N(CCC)C[C@H](C=2C=NC=CC2)O 2-(1,3-benzothiazol-5-yl)-N-[(2S)-2-hydroxy-2-(3-pyridyl)ethyl]-N-propyl-acetamide